BrC=1C=C(C(=C(C1)F)[N+](=O)[O-])F 5-bromo-1,3-difluoro-2-nitro-benzene